(Z)-3-(hydroxy-imino)-1-(1-((1s,4s)-4-isopropylcyclohexyl)piperidin-4-yl)-2-oxoindoline-5-carbonitrile O\N=C\1/C(N(C2=CC=C(C=C12)C#N)C1CCN(CC1)C1CCC(CC1)C(C)C)=O